Methyl 8-azabicyclo[3.2.1]octane-3-carboxylate C12CC(CC(CC1)N2)C(=O)OC